C(C)(C)OC(N[C@@H]1CC[C@H](CC1)C=1SC(=CN1)C1=C(C=C(C=C1)NC=1NC=CN1)S(=O)(=O)N1CCC1)=O Trans-N-[4-[5-[2-(azetidin-1-ylsulfonyl)-4-(1H-imidazol-2-ylamino)phenyl]thiazol-2-yl]cyclohexyl]carbamic acid isopropyl ester